N-[4-(3-Cyanophenyl)-5-(2,6-dimethyl-4-pyridyl)thiazol-2-yl]-4-pyrazol-1-yl-piperidin-1-carboxamid C(#N)C=1C=C(C=CC1)C=1N=C(SC1C1=CC(=NC(=C1)C)C)NC(=O)N1CCC(CC1)N1N=CC=C1